tert-Butyl 4-{[5-carbamoyl-4-nitro-1-(4-phenoxyphenyl)-1H-pyrazol-3-yl](2,3-dihydroxypropyl)amino}piperidine-1-carboxylate C(N)(=O)C1=C(C(=NN1C1=CC=C(C=C1)OC1=CC=CC=C1)N(C1CCN(CC1)C(=O)OC(C)(C)C)CC(CO)O)[N+](=O)[O-]